N1=C(N=CC=C1)C(=O)OC methyl pyrimidinate